C(C=C)(=O)OC(C(CC(CC)C)(C)C)OC(C=C)=O 2,2,4-trimethyl-hexanediol diacrylate